(2s,3s,4r,5r)-5-(6-((4-chloropyridin-2-yl)methylamino)-2-(pyridin-3-yl)-9H-purin-9-yl)-3,4-dihydroxy-N-methyl-tetrahydrofuran-2-carboxamide ClC1=CC(=NC=C1)CNC1=C2N=CN(C2=NC(=N1)C=1C=NC=CC1)[C@H]1[C@@H]([C@@H]([C@H](O1)C(=O)NC)O)O